C(C)NC(NC1=NC=CC(=C1)CN1CCN(CC1)C=1C=CC(=NC1)C(=O)NC)=O 5-(4-((2-(3-ethylureido)pyridin-4-yl)methyl)piperazin-1-yl)-N-methylpicolinamide